tert-butyl (3R)-3-((3-(2,6-dioxopiperidin-3-yl)-1-methyl-1H-indazol-6-yl)amino)piperidine-1-carboxylate O=C1NC(CCC1C1=NN(C2=CC(=CC=C12)N[C@H]1CN(CCC1)C(=O)OC(C)(C)C)C)=O